O(C)C1C(CC(C(C1)=O)OC)=O 2,5-dimethoxyl-1,4-cyclohexanedione